N-octadecenyl-2-cyano-3-hydroxypyridin-4-one C(=CCCCCCCCCCCCCCCCC)N1C(=C(C(C=C1)=O)O)C#N